C(C)OC(=O)C=1C=NOC1O 5-hydroxyisoxazole-4-carboxylic acid ethyl ester